C1(=CC=CC=C1)C1=C(C(C(=O)O)=CC(=C1)C(C1=CC=CC=C1)(C)C)O 3-phenyl-5-(α,α-dimethylbenzyl)salicylic acid